C(C)C1=NC2=C(C=3C(C=C(C(C13)=O)SC1=C(C=CC=C1)C)=O)C(N(C(N2C)=O)C)=O 6-Ethyl-2,4-dimethyl-8-(o-tolylthio)pyrimido[4,5-c]isoquinoline-1,3,7,10(2H,4H)-tetraone